2-(3-methoxyphenyl)-2-methyl-N-(1-(pyrrolidin-1-ylmethyl)cyclopropyl)propanamide COC=1C=C(C=CC1)C(C(=O)NC1(CC1)CN1CCCC1)(C)C